5-[(4Z)-4-methoxyimino-1H-pyrrolo[2,3-d]Pyrimidin-7-yl]Tetrahydrofuran-3,4-diol CO\N=C/1\C2=C(NC=N1)N(C=C2)C2C(C(CO2)O)O